S1C2=C(C=C1)C(=CC=C2)N2CCN(CC2)CCCCOC2=CC=C1C(CC(N(C1=C2)COC(CCCCCCC\C=C/CCCCCCCC)=O)=O)(C)C (Z)-Octadec-9-enoic acid 7-[4-(4-benzo[b]thiophen-4-ylpiperazin-1-yl)butoxy]-4,4-dimethyl-2-oxo-3,4-dihydro-2H-quinolin-1-ylmethyl ester